N1(N=CC=C1)C1=CC=C(C=C1)CNCC N-[(4-pyrazol-1-ylphenyl)methyl]ethanamine